N[C@H](C(=O)N[C@H](C(=O)N[C@H](C(=O)N)CC=1C=NC=CC1)CC1=NC=CC=C1)CC=1C=NC=CC1 (S)-2-((S)-2-((S)-2-amino-3-(pyridin-3-yl)propanamido)-3-(pyridin-2-yl)propanamido)-3-(pyridin-3-yl)propanoic amide